C(C)OC1=CC=C(CSC2=C(N=NN2)C(=O)O)C=C1 5-((4-ethoxybenzyl)thio)-1H-1,2,3-triazole-4-carboxylic acid